ClCC1=NC2=C(N1C[C@H]1OCC1)C=C(C=C2)CC(=O)OC Methyl (S)-2-(2-(chloromethyl)-1-(oxetan-2-ylmethyl)-1H-benzo[d]imidazol-6-yl)acetate